O=C1NC(CCC1N1C(C2=CC=C(C=C2C1=O)NCCCCCCCNC(CN1CCN(CC1)C1=CC=C(C=C1)C1=NNC2=C1N=C(N=C2)C2=C(C=CC=C2OC)F)=O)=O)=O N-(7-((2-(2,6-Dioxopiperidin-3-yl)-1,3-dioxoisoindolin-5-yl)amino)heptyl)-2-(4-(4-(5-(2-Fluoro-6-methoxyphenyl)-1H-pyrazolo[4,3-d]pyrimidin-3-yl)phenyl)piperazin-1-yl)acetamid